S-(p-tolyl)-2,4,6-trimethylthiobenzoate C1(=CC=C(C=C1)S=C(C1=C(C=C(C=C1C)C)C)[O-])C